F[B-](F)(F)F.F[N+]1(CCOCC1)F difluoro-4-morpholinium tetrafluoroborate